C1(=CC(=CC=C1)C[C@@H]1N(CCC[C@@H]1NS(=O)(=O)C)C(=O)OCC1OCCC1)C1=CC=CC=C1 tetrahydrofuran-2-ylmethyl cis-2-(biphenyl-3-ylmethyl)-3-((methylsulfonyl)amino)piperidine-1-carboxylate